(5-{N-[8-(1,3-Dioxoisoindol-2-yl)octyl]piperidine-3-amido}-2-oxopyridin-1-yl)acetic acid O=C1N(C(C2=CC=CC=C12)=O)CCCCCCCCN(C(=O)C1CNCCC1)C=1C=CC(N(C1)CC(=O)O)=O